[4-[4-[4-[2-[3-[3-[3-amino-6-(2-hydroxyphenyl)pyridazin-4-yl]-3,8-diazabicyclo[3.2.1]octan-8-yl]phenoxy]ethyl]piperazine-1-carbonyl]piperazin-1-yl]phenoxy]piperidine-2,6-dione NC=1N=NC(=CC1N1CC2CCC(C1)N2C=2C=C(OCCN1CCN(CC1)C(=O)N1CCN(CC1)C1=CC=C(ON3C(CCCC3=O)=O)C=C1)C=CC2)C2=C(C=CC=C2)O